Methyl 4-((7-bromo-6-chloro-2,8-difluoroquinazolin-4-yl)(methyl)amino)butanoate BrC1=C(C=C2C(=NC(=NC2=C1F)F)N(CCCC(=O)OC)C)Cl